ClC1=CC(=C(C=C1)C=1C=2N(N=C(C1)[C@@H]1C[C@@H](OCC1)C1=NOC(=N1)C1CC1)C(C(=C(N2)C)C)=O)F 9-(4-chloro-2-fluoro-phenyl)-7-[(2R,4S)-2-(5-cyclopropyl-1,2,4-oxadiazol-3-yl)tetrahydropyran-4-yl]-2,3-dimethyl-pyrimido[1,2-b]pyridazin-4-one